O1CC(=CC2=C1C=CC=C2)C(=O)O 2H-1-Benzopyran-3-carboxylic acid